OC(C(=O)NCC=1SC(=CC1)C(CSC1=NC(=NC2=CC=C(C=C12)OC)C)=O)=C (R)-2-hydroxy-N-((5-(2-((6-methoxy-2-methylquinazolin-4-yl)thio)acetyl)thiophen-2-yl)methyl)propenamide